2,4,8,10-Tetraoxaspiro[5.5]undecane-3,9-diylbis(2-methylpropane-2,1-diyl) Bis[3-[3-(tert-butyl)-4-hydroxy-5-methylphenyl]propanoate] C(C)(C)(C)C=1C=C(C=C(C1O)C)CCC(=O)OCC(C)(C)C1OCC2(CO1)COC(OC2)C(COC(CCC2=CC(=C(C(=C2)C)O)C(C)(C)C)=O)(C)C